CN(C/C=C/C(=O)N1CC2=C(C(C1)C1=C(C=C(C=C1)F)C=1C(=NN(C1)CC)C(F)(F)F)C=C(S2)C#N)C (E)-6-(4-(Dimethylamino)but-2-enoyl)-4-(2-(1-ethyl-3-(trifluoromethyl)-1H-pyrazol-4-yl)-4-fluorophenyl)-4,5,6,7-tetrahydrothieno[2,3-c]pyridine-2-carbonitrile